benzyl (S)-4-(5-bromo-6-(1-methoxyethyl)pyridin-3-yl)-4-methylpiperidine-1-carboxylate BrC=1C=C(C=NC1[C@H](C)OC)C1(CCN(CC1)C(=O)OCC1=CC=CC=C1)C